magnesium thiolactate C(C(O)C)(=S)[O-].[Mg+2].C(C(O)C)(=S)[O-]